COC1=C(C=CC=C1C1=NC=CC=N1)NC1=NC(=NC=C1C(=O)O)NC1=NC=CC=C1 4-(2-Methoxy-3-(pyrimidin-2-yl)phenylamino)-2-(pyridin-2-ylamino)pyrimidine-5-carboxylic acid